2,2-difluoro-3-(methacryloyloxyethyl)oxetane FC1(OCC1CCOC(C(=C)C)=O)F